N-(2-(2-aminoethoxy)ethyl)-2-chloro-4-((3-(2,3-difluoro-4-methoxyphenyl)imidazo[1,2-a]pyrazin-8-yl)amino)-6-methylbenzamide NCCOCCNC(C1=C(C=C(C=C1C)NC=1C=2N(C=CN1)C(=CN2)C2=C(C(=C(C=C2)OC)F)F)Cl)=O